Cl.O=C1N(CC2=CC(=CC=C12)N1CCN(CC1)C1CCNCC1)C1C(NC(CC1)=O)=O 3-(1-oxo-5-(4-(piperidin-4-yl)piperazin-1-yl)isoindolin-2-yl)piperidine-2,6-dione hydrochloride